N,N-dimethyl-1-(5-(4,4,5,5-tetramethyl-1,3,2-dioxaborolan-2-yl)benzo[d]thiazol-2-yl)ethanamine CN(C(C)C=1SC2=C(N1)C=C(C=C2)B2OC(C(O2)(C)C)(C)C)C